ClC=1C=C(C=CC1Cl)C(C1=NN=C(O1)C1CNCC12CCN(CC2)C(=O)OC(C)(C)C)(F)F tert-butyl 4-(5-((3,4-dichlorophenyl)difluoromethyl)-1,3,4-oxadiazol-2-yl)-2,8-diazaspiro[4.5]decane-8-carboxylate